(S)-2-chloro-1,4-dimethyl-5-(2-oxo-2-((1,1,1-trifluoroprop-2-yl)amino)acetyl)-1H-pyrrole-3-carboxylic acid ethyl ester C(C)OC(=O)C1=C(N(C(=C1C)C(C(N[C@H](C(F)(F)F)C)=O)=O)C)Cl